NC1=NC=C(C(=N1)C)C=1C=NC(=NC1)NCC1(CC(C1)F)C1=NC=CC=C1F [5-(2-amino-4-methylpyrimidin-5-yl)pyrimidin-2-yl]{[3-fluoro-1-(3-fluoro(2-pyridyl))cyclobutyl]methyl}amine